[N+](=O)([O-])C1=CC=C(C=C1)S(=O)(=O)N1CCC[C@H](C1)N(OCC1=CC=CC=C1)S(=O)(=O)C1=CC=C(C=C1)[N+](=O)[O-] (2S,5R)-1-(p-nitrobenzenesulfonyl)-5-(N-benzyloxy-p-nitrobenzenesulfonylamino)-piperidine